3-(piperidin-2-yl)propan-1-ol N1C(CCCC1)CCCO